C1=C2C(=CN=N1)C=NC=C2 PYRIDO-[3,4-D]PYRIDAZINE